N-{5-[(6,7-dimethoxy-4-quinolyl)oxy]-2-pyridyl}-2,5-dioxo-1-phenyl-1,2,5,6,7,8-hexahydro-3-quinolinecarboxamide ethanesulfonate C(C)S(=O)(=O)O.COC=1C=C2C(=CC=NC2=CC1OC)OC=1C=CC(=NC1)NC(=O)C=1C(N(C=2CCCC(C2C1)=O)C1=CC=CC=C1)=O